FC=1C(=C(C=CC1F)C1C(OC(C1C)(C)C)O)OC 3-(3,4-difluoro-2-methoxy-phenyl)-4,5,5-trimethyl-tetrahydrofuran-2-ol